C(C)(C)NC(O[C@H]1C[C@H](CC1)C1=CC(=NN1)NC(CC1=CN=C(S1)C1=C(C(=CC=C1)O)C=O)=O)=O (1R,3S)-3-(3-(2-(2-(2-formyl-3-hydroxyphenyl)thiazol-5-yl)acetamido)-1H-pyrazol-5-yl)cyclopentyl isopropylcarbamate